N-ethylpyrrolidine methacrylate C(C(=C)C)(=O)O.C(C)N1CCCC1